1-ethyl-3,3-dimethylaminopropyl-carbodiimide C(C)C(CC(NC)NC)N=C=N